N1N=CC(=C1)N=CC=NC=1C=NNC1 N,N'-bis(1H-pyrazol-4-yl)ethane-1,2-diimine